N1,N1-diethyl-N2-(6-nitro-1H-indazol-3-yl)ethane-1,2-diamine C(C)N(CCNC1=NNC2=CC(=CC=C12)[N+](=O)[O-])CC